Cl.Cl.CC=1C(=NC(=CC1)C(=O)NC=1C(=NN(C1)C)C1=NC=C(C=C1)N1CCOCC1)C=1C=NC=CC1 methyl-N-(1-methyl-3-(5-morpholinylpyridin-2-yl)-1H-pyrazol-4-yl)-[2,3'-bipyridine]-6-carboxamide dihydrochloride